C1NCCC=2C3=CC=C4C(C3=NC12)=C1C=CC=CC1=N4 Indolotryptoline